C(CC(=O)OC(C)(C)CC)(=O)OC(C)(C)CC di-t-amyl malonate